N-(4-((R)-2-(2-Fluoro-6-methoxypyridin-3-yl)propyl)-6-(((R)-1-hydroxy-4-methylpentan-2-yl)amino)-1,3,5-triazin-2-yl)methanesulfonamide FC1=NC(=CC=C1[C@@H](CC1=NC(=NC(=N1)N[C@@H](CO)CC(C)C)NS(=O)(=O)C)C)OC